(R)-4-(3H-[1,2,3]triazolo[4,5-b]pyridin-3-yl)-2-chloro-N-(isoquinolin-3-yl)-N-(piperidin-3-yl)benzamide N1=NN(C2=NC=CC=C21)C2=CC(=C(C(=O)N([C@H]1CNCCC1)C=1N=CC3=CC=CC=C3C1)C=C2)Cl